(2S)-2-amino-3-methoxypropan-1-ol N[C@@H](CO)COC